N[C@H]1CN(CCC1)C(=O)C=1C=C2C=3N(CCNC3C1)C(=N2)C=2N(C1=CC=CC=C1C2)CC2=C(C=CC=C2)F (R)-(3-Aminopiperidin-1-yl)(2-(1-(2-fluorobenzyl)-1H-indol-2-yl)-5,6-dihydro-4H-imidazo[1,5,4-de]quinoxalin-8-yl)methanone